C(C)OC1=C(C=CC(=C1)N(C1=CC=CC=C1)CC)C1(OC(=O)C2=CC=CN=C12)C1=C(N(C2=CC=CC=C12)CC)C 3-[2-Ethoxy-4-(N-ethylanilino)phenyl]-3-(1-ethyl-2-methylindol-3-yl)-4-azaphthalide